5-(4-((3-ethyl-6-fluoro-2-oxo-4-thioxo-1,2,3,4-tetrahydroquinazolin-7-yl)methyl)piperazin-1-yl)-6-fluoro-N-methylpicolinamide C(C)N1C(NC2=CC(=C(C=C2C1=S)F)CN1CCN(CC1)C=1C=CC(=NC1F)C(=O)NC)=O